2-acetamido-2-deoxy-α-d-glucopyranosyl phosphate P(=O)(O[C@@H]1[C@@H]([C@@H](O)[C@H](O)[C@H](O1)CO)NC(C)=O)([O-])[O-]